1-(5-(benzyloxy)-6-chloro-1H-indol-3-yl)-2-chloroethan-1-one C(C1=CC=CC=C1)OC=1C=C2C(=CNC2=CC1Cl)C(CCl)=O